(N-(4-amino-5-cyano-6-ethoxypyridin-2-yl))-2-(2,5-dimethoxyphenyl)acetamide NC1=CC(=NC(=C1C#N)OCC)NC(CC1=C(C=CC(=C1)OC)OC)=O